1-[(4aR,8aR)-4-[6-[2-hydroxy-6-methyl-4-(trifluoromethyl)phenyl]pyridazin-3-yl]-3,4a,5,7,8,8a-hexahydro-2H-pyrido[4,3-b][1,4]oxazin-6-yl]ethanone OC1=C(C(=CC(=C1)C(F)(F)F)C)C1=CC=C(N=N1)N1[C@H]2[C@H](OCC1)CCN(C2)C(C)=O